COC=1C=C(C=CC1)C1=CC(=NC(=N1)N)NCCC1=CC=CC=C1 6-(3-Methoxyphenyl)-N4-phenethyl-pyrimidine-2,4-diamine